dihydrotetrahydropteridine N1CNCC2NC=CN=C12